C(C)(C)(C)OC(N[C@@H]1[C@@H]2CC[C@H](C1)N2CC2=C(C(=CC=C2)Br)OC(C)C)=O.OCCC=2C1=CC=CC=C1C=C1C=CC=CC21 |r| 9-(2-hydroxyethyl)anthracene tert-butyl-N-[rac-(1S,2S,4R)-7-[(3-bromo-2-isopropoxy-phenyl)methyl]-7-azabicyclo[2.2.1]heptan-2-yl]carbamate